C(C1=CC=CC=C1)OC(=O)N[C@H](CC(=O)O)C(=O)O N-Benzoxycarbonyl-D-aspartic acid